(E)-1-(3-(4-(trifluoromethyl)styryl)azetidin-1-yl)but-2-yn-1-one FC(C1=CC=C(/C=C/C2CN(C2)C(C#CC)=O)C=C1)(F)F